C1(=CC=C(C=C1)OC(OC1=CC=C(C=C1)C1=CC=CC=C1)=O)C1=CC=CC=C1 Di-(biphenyl-4-yl)-carbonate